7-(4-Chlorophenyl)-1-phenylnaphthalene ClC1=CC=C(C=C1)C1=CC=C2C=CC=C(C2=C1)C1=CC=CC=C1